P(O)(O)=S.S1C=NC=C1C1=NC(=CC(=N1)C(=O)NC=1C=NC(=CC1)C(F)(F)F)C(F)(F)F 2-(thiazol-5-yl)-6-(trifluoromethyl)-N-(6-(trifluoromethyl)pyridin-3-yl)pyrimidine-4-carboxamide Phosphonothioate